[Br-].C(C)O[Si](CCCCCCCCOC1=C(C=C(C=C1)O)[P+](C)(C)C)(OCC)OCC (2-[8-(triethoxysilyl)octoxy]-5-hydroxyphenyl)trimethylphosphonium bromide